C1(=CC=CC=C1)C=1CC(=NC2=C(N1)C=CC=C2)C2=CC=C(C=C2)Br 2-phenyl-4-(4-bromophenyl)-3H-1,5-benzodiazepine